4-[3-(aminomethyl)pyrrolidin-1-yl]-N-ethyl-5,6-difluoro-3-(2-methoxypyrimidin-5-yl)-9H-pyrido[2,3-b]indol-8-amine NCC1CN(CC1)C1=C(C=NC=2NC3=C(C=C(C(=C3C21)F)F)NCC)C=2C=NC(=NC2)OC